(2-allylphenoxy)trisilane C(C=C)C1=C(O[SiH2][SiH2][SiH3])C=CC=C1